[Cu].N1N=CC2=C1C=CC=N2 Pyrazolopyridine copper salt